C(C)(C)(C)OC(=O)N1C[C@H](CC1)CC1=CC(=C2C=NN(C2=C1)C)C1=C(C=C(C=C1)F)C(N(C(C)C)CC(F)F)=O (3S)-3-[(4-{2-[(2,2-difluoroethyl)(isopropyl)carbamoyl]-4-fluorophenyl}-1-methyl-1H-indazol-6-yl)methyl]pyrrolidine-1-carboxylic acid tert-butyl ester